5-chloromethylquinoline ClCC1=C2C=CC=NC2=CC=C1